dimethylsilylene(cyclopentadienyl)(2,7-di-tert-butyl-fluoren-9-yl)hafnium C[Si](=[Hf](C1C2=CC(=CC=C2C=2C=CC(=CC12)C(C)(C)C)C(C)(C)C)C1C=CC=C1)C